COC1=C(C2=C(N(C(N2C)=O)C2C(N(C(CC2)=O)CC2=CC=C(C=C2)OC)=O)C=C1)N1CC(C1)CN1CCN(CC1)C(=O)OC(C)(C)C tert-butyl 4-[[1-[5-methoxy-1-[1-[(4-methoxyphenyl)methyl]-2,6-dioxo-3-piperidyl]-3-methyl-2-oxo-benzimidazol-4-yl]azetidin-3-yl]methyl]piperazine-1-carboxylate